7-fluoro-1,3-benzoxazol-2-amine FC1=CC=CC=2N=C(OC21)N